Cl.NC[C@H](C(=O)OCC1=CC=CC=C1)NC(=O)OCC1=CC=CC=C1 (R)-benzyl 3-amino-2-(((benzyloxy)carbonyl)amino)propanoate hydrochloride